N-(3-(5-chloro-2-(difluoromethoxy)phenyl)-1H-pyrazol-4-yl)furo[3,2-b]pyridine-3-carboxamide ClC=1C=CC(=C(C1)C1=NNC=C1NC(=O)C1=COC=2C1=NC=CC2)OC(F)F